FC(C1=NN(C(=C1)C)C1=C(C=CC(=N1)N1C=NC2=C1C=C(C(=C2)NC(=O)C2CC2)F)C(C)O)F N-[1-[6-[3-(difluoromethyl)-5-methyl-pyrazol-1-yl]-5-(1-hydroxyethyl)-2-pyridyl]-6-fluoro-benzimidazol-5-yl]cyclopropanecarboxamide